n-butyl-2-ethyl malonate, sodium salt [Na+].C(CC(=O)[O-])(=O)OCCCCCC